2-[(2E)-3,7-dimethyloct-2,6-dien-1-yl]-5-pentylbenzene-1,3-diol C\C(=C/CC1=C(C=C(C=C1O)CCCCC)O)\CCC=C(C)C